NCC(=O)N([C@@H](C)C(=O)O)C1CCCCC1 Glycyl-Cyclohexylalanine